Cl.ClC=1C=C(C=CC1Cl)N1N=C(C=C1C(C)C)OCCN1CC2=CC=CC=C2CC1 2-{2-[1-(3,4-dichlorophenyl)-5-isopropyl-1H-pyrazol-3-yloxy]ethyl}-1,2,3,4-tetrahydroisoquinoline hydrochloride